5-amino-4-(tert-butyl)-1H-pyrazole-3-carboxylic acid ethyl ester C(C)OC(=O)C1=NNC(=C1C(C)(C)C)N